C(C)(C)(C)C1N(CCC2=CC=C(C=C12)OCC1=C(C=C(C=C1)F)C(F)(F)F)C(=O)OC1(CCC1)OCC1=CC=CC=C1 3-Cis-(phenylmethoxy)cyclobutanol Tert-butyl-7-((4-fluoro-2-(trifluoromethyl)benzyl)oxy)-3,4-dihydroisoquinoline-2(1H)-carboxylate